IC[C@@H](N)C(=O)O β-iodo-D-alanine